C1CCN(CC1)C2=C(C=C(C=C2)[N+](=O)[O-])N Butyloctylphthalate